(4,5,6,7-tetrahydrobenzo[d]isoxazol-3-yl)methanol O1N=C(C2=C1CCCC2)CO